2-(4-(5-chloro-2-(4-chloro-1H-1,2,3-triazol-1-yl)phenyl)-2,5-dioxapiperazin-1-yl)-3-(1-cyclopropyl-1H-pyrazol-3-yl)-N-(2-methyl-2H-indazol-5-yl)propanamide Sodium-thallium [Tl].[Na].ClC=1C=CC(=C(C1)N1CON(CO1)C(C(=O)NC1=CC2=CN(N=C2C=C1)C)CC1=NN(C=C1)C1CC1)N1N=NC(=C1)Cl